FC(CCN1N=NC2=C1C=C(C=C2)C=2C(=CN1N=C(N=C(C12)OC)N[C@H]1[C@H](CN(CC1)C)F)F)F 5-(1-(3,3-difluoropropyl)-1H-benzo[d][1,2,3]triazol-6-yl)-6-fluoro-N-((3S,4R)-3-fluoro-1-methylpiperidin-4-yl)-4-methoxypyrrolo[2,1-f][1,2,4]triazin-2-amine